C(C=C)(=O)N1[C@H](CN(CC1)C=1C2=C(N=C(N1)N1C=C(C=CC=C1)N(C)C)CC1(C(N2)=O)CCCC2=CC=CC=C21)CC#N 2-((2S)-1-acryloyl-4-(2'-(3-(dimethylamino)azepin-1-yl)-6'-oxo-3,4,5',8'-tetrahydro-2H,6'H-spiro[naphthalene-1,7'-pyrido[3,2-d]pyrimidin]-4'-yl)piperazin-2-yl)acetonitrile